tert-Butyl (3-cyano-7-fluoro-4-(5-fluoro-3-((3R)-3-(3-fluoropiperidin-1-yl)pyrrolidin-1-yl)-7,9-dihydrofuro[3,4-f]quinazolin-6-yl)thieno[3,2-c]pyridin-2-yl)carbamate C(#N)C1=C(SC2=C1C(=NC=C2F)C=2C1=C(C=3C=NC(=NC3C2F)N2C[C@@H](CC2)N2CC(CCC2)F)COC1)NC(OC(C)(C)C)=O